1-{4-[5-(2-chlorobiphenyl-4-yl)-[1,2,4]-oxadiazol-3-yl]benzyl}-4-methoxymethylpiperidine-4-carboxylic acid ClC1=C(C=CC(=C1)C1=NC(=NO1)C1=CC=C(CN2CCC(CC2)(C(=O)O)COC)C=C1)C1=CC=CC=C1